C1=CC(=CC2=CC=CC=C12)C(=O)OC(=O)C=1C=CC2=CC=CC=C2C1 3-naphthalenecarboxylic anhydride